1,6-Hexandithiol C(CCCCCS)S